ethylpropylthiourea C(C)N(C(=S)N)CCC